8-(2,6-difluoro-4-methylphenyl)-9-(4-((1-(3-fluoropropyl)azetidin-3-ylidene)methyl)phenyl)-6,7-dihydro-5H-benzo[7]annulene-3-carboxylic acid FC1=C(C(=CC(=C1)C)F)C=1CCCC2=C(C1C1=CC=C(C=C1)C=C1CN(C1)CCCF)C=CC(=C2)C(=O)O